C(C=C)[C@]1([C@H](N(C[C@H]1S(=O)(=O)CCl)C(=O)OC(C)(C)C)C(=O)OC)CS(=O)(=O)CCl 1-(tert-butyl) 2-methyl (2S,3S,4S)-3-allyl-4-((chloromethyl)sulfonyl)-3-(((chloromethyl)sulfonyl)methyl)pyrrolidine-1,2-dicarboxylate